C(C)(=O)N(N(C(=O)C1=CC=2C3=C(C(=NC2C=C1)N)C=NN3C)CC3=C(C=C(C=C3)C=3C=NN(C3)C(F)(F)F)C#N)C N'-acetyl-4-amino-N-(2-cyano-4-(1-(trifluoromethyl)-1H-pyrazol-4-yl)benzyl)-N',1-dimethyl-1H-pyrazolo[4,3-c]quinoline-8-carbohydrazide